FC1=C(C=CC=C1F)[C@H]([C@H]1[C@@H]2N(C(C=3N1N=CC(C3OCC=3OC(OC3C)=O)=O)=O)CCC2)C2=CC=C(C=C2)F (9aR,10S)-10-((R)-(2,3-Difluorophenyl)(4-fluorophenyl)methyl)-4-((5-methyl-2-oxo-1,3-dioxol-4-yl)methoxy)-8,9,9a,10-tetrahydro-7H-pyrrolo[1',2':4,5]pyrazino[1,2-b]pyridazin-3,5-dion